6-(tert-butoxycarbonyl)-4,5,6,7-tetrahydro-1H-pyrazolo[3,4-c]pyridine-3-carboxylic acid C(C)(C)(C)OC(=O)N1CC2=C(CC1)C(=NN2)C(=O)O